methyl (1R,3R,4S,5R)-4-amino-3-((((1s,4S)-4-phenylcyclohexyl)oxy)methyl)-2-azabicyclo[3.2.0]heptane-2-carboxylate N[C@@H]1[C@@H](N([C@@H]2CC[C@H]12)C(=O)OC)COC1CCC(CC1)C1=CC=CC=C1